3-acetyl-7-{[4-(2-benzyloxyphenyl)pyrimidin-2-yl]amino}-4-morpholinyl-2H-benzopyran-2-one C(C)(=O)C=1C(OC2=C(C1N1CCOCC1)C=CC(=C2)NC2=NC=CC(=N2)C2=C(C=CC=C2)OCC2=CC=CC=C2)=O